C(C)N(CC)[V+3] (diethylamino)vanadium(IV)